[Cl-].C(C)(C)C1=C(C(=CC=C1)C(C)C)N1C=[N+](CC1)C1=C(C=CC=C1C(C)C)C(C)C 1,3-bis(2,6-diisopropylphenyl)-4,5-dihydroimidazolium chloride